chloro-N-(3-chloro-4-(4-(4-methylpiperazin-1-yl)piperidin-1-yl)phenyl)-4-(1-(ethylsulfo)-1H-indol-3-yl)pyrimidin-2-amine ClC=1C(=NC(=NC1)NC1=CC(=C(C=C1)N1CCC(CC1)N1CCN(CC1)C)Cl)C1=CN(C2=CC=CC=C12)S(=O)(=O)OCC